C(C)(C)C(=C)C1=CC=C(C=C)C=C1 4-(α-isopropylethenyl)styrene